7-chloro-1-(methylthio)-2,6-naphthyridine-3-formaldoxime ClC1=NC=C2C=C(N=C(C2=C1)SC)C=NO